rac-(6R,7S)-7-amino-6-({[(1S,4S)-4-cyclopropylcyclohexyl]oxy}methyl)-3-methyl-6,7,8,9-tetrahydro-4H-quinolizin-4-one N[C@@H]1[C@@H](N2C(C(=CC=C2CC1)C)=O)COC1CCC(CC1)C1CC1 |r|